ClC(=O)OC1C[C@H](CCC1C(C)C)C (1S)-menthyl chloroformate